(S)-2,5-dimethoxy-4-(piperidin-3-Yl)benzonitrile COC1=C(C#N)C=C(C(=C1)[C@H]1CNCCC1)OC